3-(4-chlorophenoxy)-2,2-dimethyl-N-(1-methylpiperidin-4-yl)propanamide ClC1=CC=C(OCC(C(=O)NC2CCN(CC2)C)(C)C)C=C1